OCCC1C(CCCC1CCO)O 2,3-di(2'-hydroxyethyl)-cyclohexane-1-ol